C(C)(C)(C)OC(=O)N1CC(OCC1)CO 4-tert-butyloxycarbonyl-2-hydroxymethylmorpholine